1-ethyl-3-methyl-pyridinium C(C)[N+]1=CC(=CC=C1)C